N-(1,3-dimethylbutylidene)-3-(methyldiethoxysilyl)-1-propaneamine CC(CC(C)C)=NCCC[Si](OCC)(OCC)C